C=C(CCN1N(CC2CC=C3C(=C12)C=CC=C3)CCC(C=C)=C)C=C N,N'-bis(3-methylenepent-4-enyl)dihydrobenzoindazole